FC(OC=1C=CC(=NC1)F)F 5-(difluoromethoxy)-2-fluoropyridine